FC(F)(F)C=1C(=C(C=CC1NC(=O)C1=CC=C(C=C1)N)C1=CC=C(C=C1)NC(=O)C1=CC=C(C=C1)N)C(F)(F)F di(trifluoromethyl)-4,4'-di(4-aminophenylcarbonylamino)biphenyl